OC(C1=CC=C(C=C1)C1=CC=CC=C1)O 4'-dihydroxymethylbiphenyl